4-fluoro-N-((1S)-1-((1S,4aS,4bR,6aR,8R,10aS,12aS)-8-hydroxy-8-(methoxymethyl)-12a-methyloctadecahydrochrysen-1-yl)ethyl)benzamide FC1=CC=C(C(=O)N[C@@H](C)[C@H]2CCC[C@H]3[C@@H]4CC[C@@H]5C[C@](CC[C@@H]5C4CC[C@]23C)(COC)O)C=C1